N(C(=O)N)C=1SC=CN1 2-ureido-1,3-thiazole